N1(C[C@H](CC1)O)[C@H]1CNCC1 (3S,3'R)-[1,3'-Bipyrrolidin]-3-ol